2-[1-[4-[[2-allyl-1-[6-(1-hydroxy-1-methyl-ethyl)-2-pyridyl]-3-oxo-pyrazolo[3,4-d]pyrimidin-6-yl]amino]phenyl]-3-piperidyl]indazole-7-carboxamide C(C=C)N1N(C2=NC(=NC=C2C1=O)NC1=CC=C(C=C1)N1CC(CCC1)N1N=C2C(=CC=CC2=C1)C(=O)N)C1=NC(=CC=C1)C(C)(C)O